4-(3-((4-((1s,4s)-4-(4-amino-5-(4-phenoxyphenyl)imidazo[5,1-f][1,2,4]triazin-7-yl)cyclohexyl)piperazin-1-yl)methyl)azetidin-1-yl)-2-(2,6-dioxopiperidin-3-yl)isoindoline-1,3-dione NC1=NC=NN2C1=C(N=C2C2CCC(CC2)N2CCN(CC2)CC2CN(C2)C2=C1C(N(C(C1=CC=C2)=O)C2C(NC(CC2)=O)=O)=O)C2=CC=C(C=C2)OC2=CC=CC=C2